N,N-diallyl-N,N-dimethyl-ammonium ethyl-2-(3,9-diazabicyclo[3.3.1]nonan-3-yl)-7-(1H-pyrazol-1-yl)benzo[d]oxazole-5-carboxylate C(C)OC(=O)C=1C=C(C2=C(N=C(O2)N2CC3CCCC(C2)N3)C1)N1N=CC=C1.C(C=C)[N+](C)(C)CC=C